phenethylmethanesulfonate C(CC1=CC=CC=C1)CS(=O)(=O)[O-]